C1(CC=CCC1)C(=O)C1=CC=CC=C1 cyclohex-3-enyl-(phenyl)methanone